(4aR,8aS)-6-[6-[[5-[1-(trifluoromethyl)cyclopropyl]-2-pyridyl]methyl]-2-azaspiro[3.3]heptane-2-carbonyl]-4,4a,5,7,8,8a-hexahydropyrido[4,3-b][1,4]oxazin-3-one FC(C1(CC1)C=1C=CC(=NC1)CC1CC2(CN(C2)C(=O)N2C[C@@H]3[C@@H](OCC(N3)=O)CC2)C1)(F)F